N-{(4aR,6R)-5,5-difluoro-2-[6-methyl-4-(2,4,6-trifluorophenyl)[1,2]oxazolo[4,5-c]pyridin-3-yl]-1-oxooctahydropyrrolo[1,2-c]pyrimidin-6-yl}cyclopropanesulfonamide FC1([C@@H](CN2C(N(CC[C@@H]21)C2=NOC1=C2C(=NC(=C1)C)C1=C(C=C(C=C1F)F)F)=O)NS(=O)(=O)C1CC1)F